COC1=CC2=C(OCC(N2C)=O)C=C1 6-Methoxy-4-methyl-2H-benzo[b][1,4]oxazin-3(4H)-one